C(C)OC(NC1=CC=CC=C1)OCC N-(diethoxymethyl)aniline